ClC1=C(C=C(C=2C3=C(NC12)CCNC(C3C)=O)OC[C@@H](C)O)Cl 7,8-dichloro-10-((R)-2-hydroxypropoxy)-1-methyl-3,4,5,6-tetrahydroazepino[4,5-b]indol-2(1H)-one